ethyl (R)-6'-methylene-3'-oxotetrahydrospiro[cyclopropane-1,1'-pyrrolizine]-7a'(5'H)-carboxylate C=C1CN2C(CC3([C@]2(C1)C(=O)OCC)CC3)=O